N1N=C(C=C1)C(=O)N 1H-pyrazole-carboxamide